NC1=NC=CC(=C1Cl)SC=1N=CC(=NC1)N1CCC2(CC1)[C@@H](C1=CC=CC(=C1C2)F)N (S)-1'-(5-((2-amino-3-chloropyridin-4-yl)thio)pyrazin-2-yl)-4-fluoro-1,3-dihydrospiro[indene-2,4'-piperidin]-1-amine